NC1=C(N(N=C1)CC1=CC=C(C=C1)OC)C1=C(C(=CC(=C1)N1CCOCC1)F)NC(OC(C)(C)C)=O tert-butyl N-[2-[4-amino-2-[(4-methoxyphenyl)methyl]pyrazol-3-yl]-6-fluoro-4-morpholino-phenyl]carbamate